BrC1=C(N(C2=C(C(=CC=C12)Cl)Cl)C)C 3-bromo-6,7-dichloro-1,2-dimethyl-indole